3-(5,6-Diaminopyrazin-2-yl)-N-(4-phenethoxyphenyl)benzamide NC=1N=CC(=NC1N)C=1C=C(C(=O)NC2=CC=C(C=C2)OCCC2=CC=CC=C2)C=CC1